O=C1NC(CCC1C1=CC(=C(C=C1)N1CCC(CC1)CN1CCC2(CC(C2)NC(C2=CC(=CC=C2)OC)=O)CC1)F)=O N-(7-((1-(4-(2,6-dioxopiperidin-3-yl)-2-fluorophenyl)piperidin-4-yl)methyl)-7-azaspiro[3.5]Non-2-yl)-3-methoxybenzamide